(R)-5-methylpyrrolidone C[C@@H]1CCC(N1)=O